ClC=1C(=NN(C1C)C=1C=C(C(=O)N(C=2C=CC3=C(OCO3)C2)C)C=CC1)C(F)(F)F 6-[[3-[4-Chloro-5-methyl-3-(trifluoromethyl)pyrazol-1-yl]benzoyl]-methylamino]-1,3-benzodioxol